neopentyl 4-(4-(((2-(2,6-dioxopiperidin-3-yl)-1,3-dioxoisoindolin-4-yl)amino)methyl)-1H-pyrazol-1-yl)piperidine-1-carboxylate O=C1NC(CCC1N1C(C2=CC=CC(=C2C1=O)NCC=1C=NN(C1)C1CCN(CC1)C(=O)OCC(C)(C)C)=O)=O